ClC=1C(=NC=C(C1)Cl)OC1CCC2(C(NC3=CC=C(C=C23)CO)=O)CC1 4-[(3,5-dichloro-2-pyridyl)oxy]-5'-(hydroxymethyl)spiro[cyclohexane-1,3'-indoline]-2'-one